N1(C=NC=C1)CC=1C=C(CNCCCCOCCNC=2C=3C=NNC3C=C(C2)C2=CN=NC(=C2)N)C=C(C1)OC(F)(F)F N-(2-(4-((3-((1H-imidazol-1-yl)methyl)-5-(trifluoromethoxy)benzyl)amino)butoxy)ethyl)-6-(6-aminopyridazin-4-yl)-1H-indazol-4-amine